FC1=C(C=CC(=C1C=1C=CC=2N(C1)C=NC2C=2N(C(=CN2)C)COCC[Si](C)(C)C)F)NS(=O)(=O)C=2C(=NC=C(C2)F)C N-[2,4-difluoro-3-[1-(5-methyl-1-[[2-(trimethylsilyl)ethoxy]methyl]imidazol-2-yl)imidazo[1,5-a]pyridin-6-yl]phenyl]-5-fluoro-2-methylpyridine-3-sulfonamide